C(C)(C)(C)OC(NCCOCCOCCBr)=O (2-(2-(2-Bromoethoxy)ethoxy)ethyl)carbamic acid tert-butyl ester